Cl.FC1CNCC1F 3,4-difluoropyrrolidine HCl